3-fluoro-pyrrolidine-1-carboxylate FC1CN(CC1)C(=O)[O-]